NC1=CC=C(N=N1)C#CCN1C2=C(CCC(C1=O)C1=C(C=C(C=C1)C(F)(F)F)C(F)(F)F)C=C(C=C2)C#N 1-(3-(6-aminopyridazin-3-yl)prop-2-ynyl)-3-(2,4-bis(trifluoromethyl)phenyl)-2-oxo-2,3,4,5-tetrahydro-1H-benzo[b]azepine-7-carbonitrile